C(C1=CC=C(C=C1)C1N(C1)C(=O)N)C1=CC=C(C=C1)C1N(C1)C(=O)N N'-(methylenedi-p-phenylene)bis(aziridine-1-carboxamide)